4-(3-methoxycarbonyl-8-azabicyclo[3.2.1]oct-8-yl)-4-oxobutanoic acid COC(=O)C1CC2CCC(C1)N2C(CCC(=O)O)=O